3-((2-Ethylhexyl)oxy)-2,2-bis(((2-ethylhexyl)oxy)methyl)propyl 4-(4-(2-(2-hydroxyethoxy)ethyl)piperazin-1-yl)butanoate OCCOCCN1CCN(CC1)CCCC(=O)OCC(COCC(CCCC)CC)(COCC(CCCC)CC)COCC(CCCC)CC